N,N'-bis(3,4-dimethylphenyl)-14,14-dimethyl-N,N'-bis(1,1':4',1''-terphenyl-4-yl)-14H-dibenzo[d,d']fluoreno[3,2-b:6,7-b']difuran-3,10-diamine CC=1C=C(C=CC1C)N(C1=CC2=C(C3=C(O2)C=C2C4=CC=5OC6=C(C5C=C4C(C2=C3)(C)C)C=CC(=C6)N(C6=CC=C(C=C6)C6=CC=C(C=C6)C6=CC=CC=C6)C6=CC(=C(C=C6)C)C)C=C1)C1=CC=C(C=C1)C1=CC=C(C=C1)C1=CC=CC=C1